N1=CC(=CC=C1)C1=CC(=NC=C1)C(=O)[O-] [3,4'-bipyridine]-2'-carboxylate